(9aR,10S)-10-((R)-(3-fluoro-2-methylphenyl)(3-fluorophenyl)methyl)-4-hydroxy-8,9,9a,10-tetrahydro-7H-pyrrolo[1',2':4,5]pyrazino[1,2-b]pyridazine-3,5-dione FC=1C(=C(C=CC1)[C@H]([C@H]1[C@@H]2N(C(C=3N1N=CC(C3O)=O)=O)CCC2)C2=CC(=CC=C2)F)C